OC1C(OC2=C(C(=CC=C2C1=O)O)O)C1=CC=C(C=C1)O 3,7,8,4'-tetrahydroxyflavanone